2-((4-(2',4'-dimethyl-2H,2'H-[3,3'-bipyrazol]-5-yl)piperidin-1-yl)methyl)-4,7-dimethylpyrido[2,3-d]pyrimidine CN1N=CC(=C1C=1NN=C(C1)C1CCN(CC1)CC=1N=C(C2=C(N1)N=C(C=C2)C)C)C